4-(3-(4-amino-9,10-dioxo-9,10-dihydroanthracen-1-ylamino)propyl)-4-methylmorpholin-4-ium methylsulfate COS(=O)(=O)[O-].NC1=CC=C(C=2C(C3=CC=CC=C3C(C12)=O)=O)NCCC[N+]1(CCOCC1)C